N1=CC=C(C=C1)C(\C=C\C1=CC=C(C=C1)OC1OCCCC1)=O (E)-1-(pyridin-4-yl)-3-(4-((tetrahydro-2H-pyran-2-yl)oxy)phenyl)prop-2-en-1-one